FC(C1C(C1)C(=O)NC=1N=CC2=CC(=C(C=C2C1)C1CCN(CC1)C1(COCC1O)C)C)F 2-(difluoromethyl)-N-(6-(1-(4-hydroxy-3-methyltetrahydrofuran-3-yl)piperidin-4-yl)-7-methylisoquinolin-3-yl)cyclopropane-1-carboxamide